tert-Butyl (S)-2-((((allyloxy)carbonyl)amino)oxy)-2-((R)-6-(1-((S)-3-((tert-butoxycarbonyl)amino)-2-((tert-butyldimethylsilyl)oxy)propyl)-1H-pyrazol-4-yl)chroman-2-yl)propanoate C(C=C)OC(=O)NO[C@@](C(=O)OC(C)(C)C)(C)[C@@H]1OC2=CC=C(C=C2CC1)C=1C=NN(C1)C[C@H](CNC(=O)OC(C)(C)C)O[Si](C)(C)C(C)(C)C